(S)-4-(1-(5-phenyl-1-(3-(trifluoromethyl)benzyl)-1H-indol-7-amido)ethyl)benzoic acid C1(=CC=CC=C1)C=1C=C2C=CN(C2=C(C1)C(=O)N[C@@H](C)C1=CC=C(C(=O)O)C=C1)CC1=CC(=CC=C1)C(F)(F)F